(2R,3S)-2-(3-(4,5-dimethyl-1H-benzo[d]imidazol-1-yl)propyl)piperidin-3-ol CC1=C(C=CC=2N(C=NC21)CCC[C@H]2NCCC[C@@H]2O)C